(S)-(5-(1-(trifluoromethyl)-1H-pyrazol-3-yl)-1,3,4-oxadiazol-2-yl)(4-(4-(trifluoromethyl)pyrazolo[1,5-a]pyridin-2-yl)-6,7-dihydro-1H-imidazo[4,5-c]pyridin-5(4H)-yl)methanone FC(N1N=C(C=C1)C1=NN=C(O1)C(=O)N1[C@@H](C2=C(CC1)NC=N2)C2=NN1C(C(=CC=C1)C(F)(F)F)=C2)(F)F